COC=1C=CC2=C(N(N=N2)C)C1NS(=O)(=O)C=1C=NC(=CC1)N1N=C(C=C1)C(F)(F)F N-(6-METHOXY-1-METHYL-1H-BENZO[D][1,2,3]TRIAZOL-7-YL)-6-(3-(TRIFLUOROMETHYL)-1H-PYRAZOL-1-YL)PYRIDINE-3-SULFONAMIDE